2-(1-adamantyl)-4-bromophenyl methyl ether COC1=C(C=C(C=C1)Br)C12CC3CC(CC(C1)C3)C2